C(C)(C)(C)OC(=O)N1C([C@@]2(C3=CC(=CC=C13)OC)[C@@H](C2)C2=CC=C1C(=NN(C1=C2)C(=O)OC(C)(C)C)NC2=NN(C=C2OC)C)=O (1R,2S)-2-[1-(tert-butoxycarbonyl)-3-[(4-methoxy-1-methylpyrazol-3-yl)amino]indazol-6-yl]-5'-methoxy-2'-oxospiro[cyclopropane-1,3'-indole]-1'-carboxylic acid tert-butyl ester